myristyltrimethylammonium bromide [Br-].C(CCCCCCCCCCCCC)[N+](C)(C)C